tert-butyl-2-[2,6-dimethyl-4-(trifluoromethyl)phenyl]-2-[2-(3-cyano-1H-1,2,4-triazol-1-yl)acetyl]hydrazine C(C)(C)(C)NN(C(CN1N=C(N=C1)C#N)=O)C1=C(C=C(C=C1C)C(F)(F)F)C